(Z)-5-bromo-2-hydroxy-3-((4-hydroxy-1-(4-hydroxyphenyl)-3-oxobutan-2-yl-imino)methyl)phenyl 4-methylbenzoate CC1=CC=C(C(=O)OC2=C(C(=CC(=C2)Br)\C=N/C(CC2=CC=C(C=C2)O)C(CO)=O)O)C=C1